C(C)(C)(C)OC(N[C@H](CF)CN1C(C=2C=C(C(=NC2CC1)NC)[N+](=O)[O-])=O)=O (S)-(1-fluoro-3-(2-(methylamino)-3-nitro-5-oxo-7,8-dihydro-1,6-naphthyridin-6(5H)-yl)propan-2-yl)carbamic acid tert-butyl ester